(2R,4S)-2-(2-((R)-5-(6-bromo-3-nitroquinolin-4-ylamino)pent-2-yloxy)-5-fluorophenyl)-4-fluoropyrrolidine-1-carboxylic acid tert-butyl ester C(C)(C)(C)OC(=O)N1[C@H](C[C@@H](C1)F)C1=C(C=CC(=C1)F)O[C@H](C)CCCNC1=C(C=NC2=CC=C(C=C12)Br)[N+](=O)[O-]